BrC1=CC(=CC=2N1N=CC2Cl)C=C 7-bromo-3-chloro-5-vinylpyrazolo[1,5-a]pyridine